C(C)(C)(C)C1=CC=C(C=C1)NC1CCC(CC1)/C=C/C(=O)OCC ethyl (E)-3-(4-((4-(tert-butyl)phenyl)amino)cyclohexyl)acrylate